tert-butyl (R)-((4-(6-cyano-2-(4,4-difluoroazepan-1-yl)-4-methylnicotinamido)pyridin-2-yl)(methyl)(oxo)-λ6-sulfaneylidene)carbamate C(#N)C1=NC(=C(C(=O)NC2=CC(=NC=C2)[S@](=O)(C)=NC(OC(C)(C)C)=O)C(=C1)C)N1CCC(CCC1)(F)F